5-Chloro-N-((2S,3S)-1-(dideutero(phenyl)methyl)-2-methylpyrrolidin-3-yl)-2-methoxy-4-(trideuteromethylamino)benzamide ClC=1C(=CC(=C(C(=O)N[C@@H]2[C@@H](N(CC2)C(C2=CC=CC=C2)([2H])[2H])C)C1)OC)NC([2H])([2H])[2H]